3-chloro-N-(4-methyl-3-(3-(9-(tetrahydro-2H-pyran-2-yl)-9H-purin-6-yl)pyridin-2-ylamino)phenyl)-bicyclo[1.1.1]pentane-1-carboxamide ClC12CC(C1)(C2)C(=O)NC2=CC(=C(C=C2)C)NC2=NC=CC=C2C2=C1N=CN(C1=NC=N2)C2OCCCC2